CN1C2CC(CC1CC2)OC2=C(SC=C2)C(=O)N 3-((8-methyl-8-azabicyclo[3.2.1]octan-3-yl)oxy)thiophene-2-carboxamide